tert-butyl (2-(4-(2,2,2-trifluoroethyl)piperazin-1-yl)ethyl)carbamate FC(CN1CCN(CC1)CCNC(OC(C)(C)C)=O)(F)F